N-(2-acetamido-5-METHYLPHENYL)-N-benzyl-2-hydroxy-3-phenylpropanamide C(C)(=O)NC1=C(C=C(C=C1)C)N(C(C(CC1=CC=CC=C1)O)=O)CC1=CC=CC=C1